2,3-dibromobut-2-en-1,4-diyl bis(2-methylpropionate) CC(C(=O)OCC(=C(COC(C(C)C)=O)Br)Br)C